C1(=CC=CC=C1)C=1NC(=CC1/C=C/C(=O)OCC)C1=CC=CC=C1 ethyl (E)-3-(2,5-diphenyl-1H-pyrrol-3-yl)acrylate